C(C)(C)(C)C1(CC12CCNCC2)C(NC2=NC(=NC=C2)C(F)(F)F)=O t-butyl-1-((2-(trifluoromethyl)pyrimidin-4-yl)carbamoyl)-6-azaspiro[2.5]octane